C1N(CC2=NC=3CCCCC3C=C21)C(CC2CN(C2)C=2C=NC=CC2)=O 1-(1,3,5,6,7,8-Hexahydro-pyrrolo[3,4-b]quinolin-2-yl)-2-(1-pyridin-3-yl-azetidin-3-yl)-ethanone